OCC=1C(=C(C2=CC=CC=C2C1)C1=C(C(=CC2=CC=CC=C12)C=O)OCOC)OCOC 3'-(hydroxymethyl)-2,2'-bis(methoxymethoxy)-[1,1'-binaphthyl]-3-formaldehyde